C1(CC(=O)OC(C2=CC(=CC=C2)OC)O1)=O 3-methoxybenzylidene malonate